Cl.FC=1C=C(C=NC1OC)CN (5-Fluoro-6-methoxypyridin-3-yl)methanamine hydrochloride